(S)-2-(1-(4-bromo-2-nitrophenyl)pyrrolidin-3-yloxy)-6-chloroquinoline BrC1=CC(=C(C=C1)N1C[C@H](CC1)OC1=NC2=CC=C(C=C2C=C1)Cl)[N+](=O)[O-]